phenyl sulfate sodium salt [Na+].S(=O)(=O)(OC1=CC=CC=C1)[O-]